FC(C1=NSC(=C1)NC(=O)NC1=CC(=NC=C1CO)F)F 1-[3-(difluoromethyl)-1,2-thiazol-5-yl]-3-[2-fluoro-5-(hydroxymeth-yl)pyridin-4-yl]urea